N-[2-(2-chloro-5-fluorophenyl)-5-(2,6-difluoro-4-methoxyphenyl)-1-methyl-3-oxo-2,3-dihydro-1H-pyrazol-4-yl]-4-(difluoromethoxy)benzamide ClC1=C(C=C(C=C1)F)N1N(C(=C(C1=O)NC(C1=CC=C(C=C1)OC(F)F)=O)C1=C(C=C(C=C1F)OC)F)C